NC=1NC(C=2N(C(N(C2N1)[C@@H]1O[C@@H]([C@H]([C@H]1O)F)CO)=O)CC1=C(C(=O)OC)C=CC=C1)=O Methyl 2-((2-amino-9-((2R,3S,4S,5R)-4-fluoro-3-hydroxy-5-(hydroxymethyl)tetrahydrofuran-2-yl)-6,8-dioxo-1,6,8,9-tetrahydro-7H-purin-7-yl)methyl)benzoate